4-((4-chlorophenoxy)methyl)-7-azabicyclo[2.2.1]heptane-7-carboxylate ClC1=CC=C(OCC23CCC(CC2)N3C(=O)[O-])C=C1